1,4-dithiane-2,5-diol (3-mercaptopropionate) SCCC(=O)OC1SCC(SC1)O